tert-butyl (S)-4-(3-(5-(4-((2-((2-methylpyrrolidin-1-yl)methyl)-1H-benzo[d]imidazol-5-yl)carbamoyl)phenyl)-1,2,4-oxadiazol-3-yl)propyl)piperazine-1-carboxylate C[C@@H]1N(CCC1)CC1=NC2=C(N1)C=CC(=C2)NC(=O)C2=CC=C(C=C2)C2=NC(=NO2)CCCN2CCN(CC2)C(=O)OC(C)(C)C